OC1=CC=C(C=C1)\C=C/C(=O)[O-] (2Z)-3-(4-hydroxyphenyl)prop-2-enoate